(3S,4S)-4-Methylheptan-3-ol C[C@H]([C@H](CC)O)CCC